P.[Rh] Rhodium Phosphin